3-cyano-N-indan-2-yl-2-tetrahydrofuran-3-yl-pyrazolo[1,5-a]pyrimidine-7-carboxamide C(#N)C=1C(=NN2C1N=CC=C2C(=O)NC2CC1=CC=CC=C1C2)C2COCC2